4-((5-chloro-4-(1-isopropyl-1H-pyrazol-4-yl)pyrimidin-2-yl)amino)-N-(2-fluoro-5-methylphenyl)-3-methoxybenzamide ClC=1C(=NC(=NC1)NC1=C(C=C(C(=O)NC2=C(C=CC(=C2)C)F)C=C1)OC)C=1C=NN(C1)C(C)C